C(C(CS(=O)(=O)O)O)NC(CO)(CO)CO 3-(N-tris[hydroxymethyl]methylamino)-2-hydroxypropanesulfonic acid